C(C)(C)(C)OC(N(CC(F)(F)F)S(=O)(=O)C1=NC=CC(=C1)Br)=O ((4-bromopyridin-2-yl)sulfonyl)(2,2,2-Trifluoroethyl)carbamic acid tert-butyl ester